N-(5-cyano-6-methoxypyridin-3-yl)-1-(quinolin-5-yl)-5-(trifluoromethyl)-1H-pyrazole-4-carboxamide C(#N)C=1C=C(C=NC1OC)NC(=O)C=1C=NN(C1C(F)(F)F)C1=C2C=CC=NC2=CC=C1